N(=[N+]=[N-])CCOCCOCCOCCC(=O)N1CC2N(C3=CC(=CC=C13)OC)CCC2 3-(2-(2-(2-azidoethoxy)ethoxy)ethoxy)-1-(8-methoxy-2,3,3a,4-tetrahydropyrrolo[1,2-a]quinoxalin-5(1H)-yl)propan-1-one